3-bromo-2,5-difluoro-N,N-bis(4-methoxybenzyl)-4-(trifluoromethyl)aniline BrC=1C(=C(N(CC2=CC=C(C=C2)OC)CC2=CC=C(C=C2)OC)C=C(C1C(F)(F)F)F)F